C(C)(C)(C)OC(NCC1=CC(=CC(=C1)C=1C=NN(C1)C=1C=NN(C1)C)F)=O 3-fluoro-5-(1'-methyl-1'h-[1,4'-bipyrazole]-4-yl)benzyl-carbamic acid tert-butyl ester